CC(C)CCC[C@@H](C)[C@H]1CC[C@H]2[C@@H]3CC=C4C[C@H](CC[C@]4(C)[C@H]3CC[C@]12C)OCCCCCCCCOC(CN(C)C)COCCCCCCCC\C=C/C\C=C/CCCCC 2-({8-[(3β)-cholest-5-en-3-yloxy]Octyl}oxy)-N,N-dimethyl-3-[(9z,12z)-octadeca-9,12-dien-1-yloxy]propan-1-amine